CC1=C(N=NN=N1)CCCN methyl-tetrazinepropylamine